C(C)SC([C@H](C[C@H]1C(NCC1)=O)NC([C@H](C(C)C)NC(=O)C1CN(CC1)C(=O)OC(C)(C)C)=O)=O tert-butyl 3-(((S)-1-(((S)-1-(ethylthio)-1-oxo-3-((S)-2-oxopyrrolidin-3-yl)propan-2-yl)amino)-3-methyl-1-oxobutan-2-yl)carbamoyl)pyrrolidine-1-carboxylate